2-(1,1-difluoroethyl)morpholin hydrochloride Cl.FC(C)(F)C1CNCCO1